2-PROPOXYPROPANOIC ACID C(CC)OC(C(=O)O)C